C1(CC1)C1=C(C=CC=C1)C1=CC(=C(C=C1)C1CNCC1)CO (2'-cyclopropyl-4-(pyrrolidin-3-yl)biphenyl-3-yl)methanol